L-methionine potassium salt [K+].N[C@@H](CCSC)C(=O)[O-]